COC1=C(C2=CC=CC=C2C=C1)C1=NC(=NC(=N1)C(Cl)(Cl)Cl)C(Cl)(Cl)Cl 2-(2-methoxy-naphth-1-yl)-4,6-bis-trichloromethyl-s-triazine